ClC1=CC(=C(N=N1)N)C=C 6-chloro-4-vinyl-pyridazin-3-amine